ClC1=C(CC2CN(CCO2)CC2=CC=C(C=C2)OC)C(=CC(=C1)Cl)B1OC(C(O1)(C)C)(C)C 2-(2,4-dichloro-6-(4,4,5,5-tetramethyl-1,3,2-dioxaborolan-2-yl)benzyl)-4-(4-methoxybenzyl)morpholine